(R)-3-(1-(5-fluoro-2-iodophenyl)ethoxy)-2-nitropyridine FC=1C=CC(=C(C1)[C@@H](C)OC=1C(=NC=CC1)[N+](=O)[O-])I